4-((1-(3-(difluoromethyl)-2-fluoro-5-hydroxyphenyl)ethyl)amino)-2-methylquinazoline FC(C=1C(=C(C=C(C1)O)C(C)NC1=NC(=NC2=CC=CC=C12)C)F)F